BrC1=C2C(=C3C(NC(=NC3=C1F)S)=O)OCO2 4-bromo-5-fluoro-7-mercapto-[1,3]dioxolo[4,5-f]quinazolin-9(8H)-one